[Al+3].C[N-]C.C[N-]C.C[N-]C tris(dimethylamide) aluminum